Cl.NC(CO)(CO)CO tromethamine-HCl